3,5-dimethylisoxazol-4-yl-2-methyl-1H-benzo[d]imidazol-4-amine CC1=NOC(=C1N1C(=NC2=C1C=CC=C2N)C)C